FC(OC=1C=CC(=NC1)NC=1C(=C(C=NC1)CC1=C(C(=NC=C1)NS(NC)(=O)=O)F)C)F 4-[[5-[[5-(difluoromethoxy)-2-pyridinyl]amino]-4-methyl-3-pyridinyl]methyl]-3-fluoro-N-(methylsulfamoyl)pyridin-2-amine